ClC1=C(C=CC=C1)S(=O)(=O)NC1=CC(=C(C=C1)B1OC(C(O1)(C)C)(C)C)F 2-chloro-N-(3-fluoro-4-(4,4,5,5-tetramethyl-1,3,2-dioxaborolan-2-yl)phenyl)benzenesulfonamide